N1(CCC[C@@H]2CCNC[C@H]12)C(=O)OC(C)(C)C |r| tert-butyl rac-(4aR,8aR)-octahydro-1,7-naphthyridine-1(2H)-carboxylate